6-(5-chloro-2-(4-chloro-1H-1,2,3-triazol-1-yl)phenyl)-5-methylpyrimidin-4-ol ClC=1C=CC(=C(C1)C1=C(C(=NC=N1)O)C)N1N=NC(=C1)Cl